C[C@]12CC[C@H]3[C@H]([C@@H]1CC[C@H]2O[C@H]4[C@@H]([C@H]([C@@H]([C@H](O4)C(=O)O)O)O)O)CCC5=CC(=O)CC[C@]35C The molecule is a steroid glucosiduronic acid that is epitestosterone in which the hydroxy hydrogen at position 17 has been replaced by a beta-D-glucuronyl residue. It is a 3-oxo steroid, a steroid glucosiduronic acid, an enone and a beta-D-glucosiduronic acid. It derives from an epitestosterone. It is a conjugate acid of an epitestosterone 17-O-(beta-D-glucuronide)(1-).